COCCN1CC2(CN(C2)C(=O)OC(C)(C)C)C1 tert-butyl 6-(2-methoxyethyl)-2,6-diazaspiro[3.3]heptane-2-carboxylate